BrC=1C=NN(C1)[C@@H](C(=O)OCC)C1=CC=CC=C1 |r| (±)-Ethyl (4-bromo-1H-pyrazol-1-yl)phenylacetate